C1(=CC=CC=C1)N(C1=CC=C(C=C1)N)C1=CC=CC=C1 N,N-di-phenyl-1,4-phenylenediamine